3-(4-methoxyphenyl)benzene COC1=CC=C(C=C1)C=1C=CC=CC1